N-((1-ethyl-3-hydroxy-6-methyl-4-oxo-1,4-dihydropyridin-2-yl)methyl)hexanamide C(C)N1C(=C(C(C=C1C)=O)O)CNC(CCCCC)=O